[3-methyl-5-(trifluoromethyl)-2-pyridyl]methanol CC=1C(=NC=C(C1)C(F)(F)F)CO